N-(4-(2-(4-fluoro-3-methylphenyl)propyl)-6-(((R)-1-hydroxy-4-methylpent-2-yl)amino)-1,3,5-triazin-2-yl)methanesulfonamide FC1=C(C=C(C=C1)C(CC1=NC(=NC(=N1)N[C@@H](CO)CC(C)C)NS(=O)(=O)C)C)C